CC1(CC(C(C1)=O)OCC1=CC=CC=C1)C(=O)OCC=1N=CC=2OCCN(C2N1)C=1C=NC(=CC1)OC1CCCCC1 (8-(6-(cyclohexyloxy)pyridin-3-yl)-7,8-dihydro-6H-pyrimido[5,4-b][1,4]oxazin-2-yl)methanol methyl-3-(benzyloxy)-4-oxocyclopentane-1-carboxylate